BrC=1C=NC(=C(C(=O)N[C@@H]2CN(C[C@@H]2F)C(=O)OC(C)(C)C)C1)OC([2H])([2H])[2H] tert-butyl (3R,4S)-3-(5-bromo-2-(methoxy-d3)nicotinamido)-4-fluoropyrrolidine-1-carboxylate